N-(4-(7-cyano-4-(morpholinomethyl)quinolin-2-yl)benzyl)-2-methylpropane-2-sulfinamide C(#N)C1=CC=C2C(=CC(=NC2=C1)C1=CC=C(CNS(=O)C(C)(C)C)C=C1)CN1CCOCC1